N-(7-fluoro-3,4-dihydro-2H-1-benzopyran-4-yl)-N-methylaminosulfonamide FC1=CC2=C(C(CCO2)N(S(=O)=O)NC)C=C1